N1CCC12CC(C2)N2C(N(C1=NC(=NC=C1C2)NC2=CC=C(C=C2)N2CCN(CC2)C)C)=O 3-(1-azaspiro[3.3]heptan-6-yl)-1-methyl-7-[4-(4-methylpiperazin-1-yl)anilino]-4H-pyrimido[4,5-d]pyrimidin-2-one